ClC=1C(=NC(=NC1)NC1CCOCC1)C1=CC2=C(N=C3N2CCCN3C)C(=C1)F 5-chloro-4-(9-fluoro-1-methyl-1,2,3,4-tetrahydrobenzo[4,5]imidazo[1,2-a]pyrimidin-7-yl)-N-(tetrahydro-2H-pyran-4-yl)pyrimidin-2-amine